OC1(CC(C1)C(=O)N1CCC2(CC(C2)OC2=C(C=C(C=C2)C(F)(F)F)C)CC1)C ((1s,3s)-3-Hydroxy-3-methylcyclobutyl)(2-(2-methyl-4-(trifluoromethyl)phenoxy)-7-azaspiro[3.5]nonan-7-yl)methanone